propyltris(trimethylsiloxy)silan C(CC)[Si](O[Si](C)(C)C)(O[Si](C)(C)C)O[Si](C)(C)C